(9aR,10S)-10-((S)-(2,3-Difluorophenyl)(3-methoxyphenyl)methyl)-4-hydroxy-8,9,9a,10-tetrahydro-7H-pyrrolo[1',2':4,5]pyrazino[1,2-b]pyridazin-3,5-dion FC1=C(C=CC=C1F)[C@@H]([C@H]1[C@@H]2N(C(C=3N1N=CC(C3O)=O)=O)CCC2)C2=CC(=CC=C2)OC